N-(2-hydroxy-3-{9-methyl-1H,2H,3H,4H,9H-pyrido[3,4-b]indol-2-yl}propyl)pyrimidine-4-carboxamide OC(CNC(=O)C1=NC=NC=C1)CN1CC=2N(C3=CC=CC=C3C2CC1)C